2-[4-(2-{[2-(2,6-dioxopiperidin-3-yl)-1,3-dioxo-2,3-dihydro-1H-isoindol-4-yl]amino}ethyl)-1H-1,2,3-triazol-1-yl]ethyl methanesulfonate CS(=O)(=O)OCCN1N=NC(=C1)CCNC1=C2C(N(C(C2=CC=C1)=O)C1C(NC(CC1)=O)=O)=O